SC(COC1=CC=C(C=C1)C1(C2=CC=CC=C2C=2C=CC=CC12)C1=CC=C(C=C1)OCC(COC(C=C)=O)S)COC(C=C)=O 9,9-bis[4-(2-mercapto-3-acryloyloxypropyloxy)phenyl]fluorene